FC1(CCC2=C1N=C(N=C2C=2C=C(CNS(=O)(=O)C)C=CC2)SC)F N-(3-(7,7-difluoro-2-(methylthio)-6,7-dihydro-5H-cyclopenta[d]pyrimidin-4-yl)benzyl)methanesulfonamide